ClC1=CC=C(C=C1)NC=1SC=C(N1)C=1SC=C(N1)C1=CC=C(C=C1)OC N-(4-chlorophenyl)-4-(4-methoxyphenyl)-[2,4'-bithiazole]-2'-amine